C(C)C1=C(C(=CC(=C1)CC)CC)[Mg]Cl 2,4,6-triethylphenyl-magnesium chloride